trifluoroacetic acid hydrogen fluoride F.FC(C(=O)O)(F)F